S1C(=NC2=C1C=CC=C2)NC(=O)C=2C=CC=C1CCN(CC21)C2=CC=C(C(=N2)C(=O)OC(C)(C)C)C2=C(C(=CC=C2)OCCCCC2CCN(CC2)C(=O)OC(C)(C)C)C tert-butyl 6-[8-(1,3-benzothiazol-2-ylcarbamoyl)-3,4-dihydro-1H-isoquinolin-2-yl]-3-[3-[4-(1-tert-butoxycarbonyl-4-piperidyl)butoxy]-2-methyl-phenyl]pyridine-2-carboxylate